N1(C=NC=C1)C1=C2CCN(C2=CC=C1)C(CNC1=C(C=CC(=C1)C1=NC(=NS1)CC)C)=O 1-(4-(1H-imidazol-1-yl)indolin-1-yl)-2-((5-(3-ethyl-1,2,4-thiadiazol-5-yl)-2-methylphenyl)amino)ethan-1-one